6-fluoro-N-(2-methoxy-4-fluorobenzyl)-4-hydroxyspiro[chromane-2,4'-piperidine]-1'-carboxamide FC=1C=C2C(CC3(CCN(CC3)C(=O)NCC3=C(C=C(C=C3)F)OC)OC2=CC1)O